D-2,6-dihydroxybenzoic acid OC1=C(C(=O)O)C(=CC=C1)O